(S)-2-chloro-N,N-dimethyl-4-(1-(piperidin-4-yl)pyrrolidin-3-ylamino)benzamide ClC1=C(C(=O)N(C)C)C=CC(=C1)N[C@@H]1CN(CC1)C1CCNCC1